FC(C)(F)C1=NC=CC(=N1)N1N=C(C=2C=NC(=CC21)NC(C)=O)N2CC(CC2)OC(F)F N-(1-(2-(1,1-difluoroethyl)pyrimidin-4-yl)-3-(3-(difluoromethoxy)pyrrolidin-1-yl)-1H-pyrazolo[4,3-c]pyridin-6-yl)acetamide